CP(O)(O)=O.CN1N=CC(=C1)C=1C=C(C(=O)NC=2N(C=C(N2)CCCC(=O)N2CCOCC2)C2=CC=CC=C2)C=CC1 3-(1-methyl-1H-pyrazol-4-yl)-N-(4-(4-morpholinyl-4-oxobutyl)-1-phenyl-1H-imidazol-2-yl)benzamide methylphosphonate